diacetyloxy-cyclopenta-2,4-diene C(C)(=O)OC1(C=CC=C1)OC(C)=O